(S)-(5-oxopyrrolidin-2-yl)methyl methanesulfonate CS(=O)(=O)OC[C@H]1NC(CC1)=O